methyl 5-[2-(1,3-dioxolan-2-yl)-3-[(4-methoxyphenyl)methoxy]phenoxymethyl]-2-methylpyrazole-3-carboxylate O1C(OCC1)C1=C(OCC=2C=C(N(N2)C)C(=O)OC)C=CC=C1OCC1=CC=C(C=C1)OC